Yttrium iron [Fe].[Y]